FC([C@@H]1CC2=C(N(N=C2C(=O)N2CCC(CC2)O)CC(=O)N2CCN(CC2)C2=C(C(=CC=C2)C)C)C1)F |r| 2-[rac-5-(difluoromethyl)-3-(4-hydroxypiperidine-1-carbonyl)-5,6-dihydro-4H-cyclopenta[c]pyrazol-1-yl]-1-[4-(2,3-dimethylphenyl)piperazin-1-yl]ethanone